C(C1=CC=CC=C1)N1CCN(CCN(CCC1)CC=1C(=C(C=C(C1)C)CNC(CO)CO)O)CC=1C(=C(C=C(C1)C)CNC(CO)CO)O 2,2'-{(7-benzyl-1,4,7-triazecane-1,4-diyl)bis[methylene(2-hydroxy-5-methyl-3,1-phenylene)methyleneazanediyl]}di(propane-1,3-diol)